4-((3-chloro-4-vinylphenoxy)methyl)-5-cyclopropyl-3-(2-(trifluoromethyl)phenyl)isoxazole nickel samarium [Sm].[Ni].ClC=1C=C(OCC=2C(=NOC2C2CC2)C2=C(C=CC=C2)C(F)(F)F)C=CC1C=C